O=C1N(C(C2=CC=CC=C12)=O)CC#CC1=C(C(=O)O)C=CC=C1 2-(3-(1,3-dioxoisoindolin-2-yl)prop-1-yn-1-yl)benzoic acid